2-(5-Bromo-2-pyridylazo)-5-(N-propyl-N-sulfopropylamino)phenol BrC=1C=CC(=NC1)N=NC1=C(C=C(C=C1)N(CCCS(=O)(=O)O)CCC)O